FC1=C(OCC2=C(C(=O)OC)C=CC=C2)C=CC(=C1C=O)C methyl 2-((2-fluoro-3-formyl-4-methylphenoxy)methyl)benzoate